tert-Butyl-3-[(methylsulfonyl) oxy]-1-azetidinecarboxylate (tert-Butyl 3-[(methylsulfonyl) oxy]-1-azetanecarboxylate) C(C)(C)(C)C1N(CC1OS(=O)(=O)C)C(=O)O.C(C)(C)(C)OC(=O)N1CC(C1)OS(=O)(=O)C